6-(2-(hydroxymethyl)-1H-pyrrolo[3,2-b]pyridin-5-yl)-4-(4-(methylsulfonyl)tetrahydro-2H-pyran-4-ylpyridin-2-yl)morpholin-3-one OCC1=CC2=NC(=CC=C2N1)C1OCC(N(C1)C1=NC=CC=C1C1(CCOCC1)S(=O)(=O)C)=O